ClC1=C(C(=O)NC2CN(CC2)C(=O)C2CCN(CC2)C(=O)OC(C)(C)C)C=CC(=C1)NC(=O)C=1N(C(=CN1)C1=C(C(=C(C=C1)OC)F)F)C tert-butyl 4-[3-[[2-chloro-4-[[5-(2,3-difluoro-4-methoxy-phenyl)-1-methyl-imidazole-2-carbonyl]amino]benzoyl]amino]pyrrolidine-1-carbonyl]piperidine-1-carboxylate